trilinalool phosphate P(=O)(O)(O)O.C=CC(O)(C)CCC=C(C)C.C=CC(O)(C)CCC=C(C)C.C=CC(O)(C)CCC=C(C)C